C(N)(=O)CCN1C(N(C2=C(C1=O)C(=C(S2)C(=O)OCC)C)CCC2=CC=CC=C2)=O ethyl 3-(2-carbamoylethyl)-5-methyl-2,4-dioxo-1-(2-phenylethyl)-1H,2H,3H,4H-thieno[2,3-d]pyrimidine-6-carboxylate